(10-(3,4-dimethoxyphenyl)decyl)triphenylphosphonium COC=1C=C(C=CC1OC)CCCCCCCCCC[P+](C1=CC=CC=C1)(C1=CC=CC=C1)C1=CC=CC=C1